N-[3-(1,1-difluoroethyl)phenyl]-1-[4-methoxy-3-(1-oxidopyridin-1-ium-3-yl)phenyl]-3-methyl-5-oxo-4H-pyrazole-4-carboxamide FC(C)(F)C=1C=C(C=CC1)NC(=O)C1C(=NN(C1=O)C1=CC(=C(C=C1)OC)C=1C=[N+](C=CC1)[O-])C